3,5,5-trimethylhexanoic acid tert-butylperoxy ester C(C)(C)(C)OOOC(CC(CC(C)(C)C)C)=O